CN(C=1C=C(OCCOCC2=NC=CC(=C2)N(CC2=CC=C3C=CC=NC3=C2)CC2=CC(=CC=C2)OC)C=CC1)C 2-((2-(3-(dimethylamino)phenoxy)ethoxy)methyl)-N-(3-methoxybenzyl)-N-(quinolin-7-ylmethyl)pyridin-4-amine